O[C@@H](C(=O)N)C1=CC=CC=C1 (R)-2-hydroxy-2-phenylacetamide